trans-4-[(1-chloropyrido[3,4-d]pyridazin-4-yl)amino]cyclohexanol ClC1=C2C(=C(N=N1)N[C@@H]1CC[C@H](CC1)O)C=NC=C2